COC1=NC=CC=C1 2-methoxy-pyridin